3-amino-7-chloro-2-(2-chloro-5-fluorobenzoyl)-1-naphthalonitrile NC=1C(=C(C2=CC(=CC=C2C1)Cl)C#N)C(C1=C(C=CC(=C1)F)Cl)=O